C(CCCCCCCCCCC\C=C/CCCCCCCC)(=O)OCC ethyl erucate